2-(3-isopropylmorpholino)-N-((2-(trifluoromethyl)pyridin-3-yl)methyl)pyrido[2,3-d]pyrimidin-4-amine C(C)(C)C1COCCN1C=1N=C(C2=C(N1)N=CC=C2)NCC=2C(=NC=CC2)C(F)(F)F